(2-chloro-4-(methylsulfanyl)thieno[2,3-d]pyrimidin-6-yl)methanol ClC=1N=C(C2=C(N1)SC(=C2)CO)SC